tetrapropyl diphosphite O(P(OCCC)OP(OCCC)OCCC)CCC